C(C)(C)(C)OC(=O)N(C=1SC=C(N1)C(=O)OCC)CCC#CI ethyl 2-{[(tert-butoxy) carbonyl] (4-iodobut-3-yn-1-yl) amino}-1,3-thiazole-4-carboxylate